BrC=1C=CC(=C(OC2CCC(CC2)C(=O)O)C1)C=1OC2=C(C=CC=C2C(C1)=O)Cl 4-[5-bromo-2-(8-chloro-4-oxo-chromen-2-yl)phenoxy]cyclohexane-carboxylic acid